The molecule is a trihydroxyflavanone that is (2S)-flavanone substituted by hydroxy groups at positions 5, 2' and 6', a lavandulyl group at position 8 and a methoxy group at position 7. Isolated from Sophora exigua and Artemisia indica, it exhibits antimalarial activity. It has a role as a metabolite and an antimalarial. It is a trihydroxyflavanone and a monomethoxyflavanone. It derives from a (2S)-flavanone. CC(=CC[C@H](CC1=C(C=C(C2=C1O[C@@H](CC2=O)C3=C(C=CC=C3O)O)O)OC)C(=C)C)C